(tert-Butoxycarbonyl)-L-alanine octyl ester C(CCCCCCC)OC([C@@H](NC(=O)OC(C)(C)C)C)=O